1-(2-cyano-4-(cyclopropylamino)-4-methylpent-2-enoyl)piperidine-3-carboxylic acid C(#N)C(C(=O)N1CC(CCC1)C(=O)O)=CC(C)(C)NC1CC1